bis(N,N-diglycidyl-4-aminophenyl)methane C(C1CO1)N(C1=CC=C(C=C1)CC1=CC=C(C=C1)N(CC1CO1)CC1CO1)CC1CO1